C(C)(C)(C)OC(=O)N[C@@H](C(=O)O)CC1=CC(=CC=C1)C1=CC=CC=2OC(OC21)(F)F (R)-2-((tert-Butoxycarbonyl)amino)-3-(3-(2,2-difluorobenzo[d][1,3]dioxol-4-yl)phenyl)propanoic acid